CCCCN(CCC(=O)OCC)C(=O)C 3-(N-n-butyl-N-acetyl)aminopropionic acid ethyl ester